C(#N)C1=C(C(=NC=C1C=O)C1=NC=CC=C1)C#N Dicyano-2,2-bipyridine-5-aldehyde